ClC1=CC=CC(N1C)C1=NN(C(N1C)=O)C1=C(C=CC=C1)[N+](=O)[O-] 6-chloro-N-methyl-2-(4-methyl-1-(2-nitrophenyl)-5-oxo-4,5-dihydro-1H-1,2,4-triazol-3-yl)pyridine